BrC1=C(C(=C(N)C=C1)C)C 4-Bromo-2,3-dimethylaniline